tert-butyl 3-(3-(2-((phenylmethyl)sulfonamido)-4-(4-(4-((6-(trifluoromethyl)pyridazin-3-yl)oxy)-phenyl)piperidine-1-carbonyl)phenoxy)propyl)azetidine-1-carboxylate C1(=CC=CC=C1)CS(=O)(=O)NC1=C(OCCCC2CN(C2)C(=O)OC(C)(C)C)C=CC(=C1)C(=O)N1CCC(CC1)C1=CC=C(C=C1)OC=1N=NC(=CC1)C(F)(F)F